NC1=C(C=NC=C1Cl)OC1=C(C(=O)OC)C(=CC=C1)Cl methyl 2-((4-amino-5-chloropyridin-3-yl)oxy)-6-chlorobenzoate